C1=NC=C2C=C3C(C=C12)=CC(=C3)C=O cyclopenta[f]isoindole-6-carbaldehyde